C(C)(C)(C)OC(=O)N1[C@@H](COCC1)C=1C=C(C=C2CCN(CC12)C(=O)N1C[C@H](O[C@H](C1)C)C)Cl (R)-3-(6-chloro-2-((2R,6S)-2,6-dimethylmorpholine-4-carbonyl)-1,2,3,4-tetrahydroisoquinolin-8-yl)morpholine-4-carboxylic acid tert-butyl ester